ClC1=CC=NC2=C(C(=CC=C12)OC)OC 4-chloro-7,8-dimethoxyquinoline